5-[(tert-butyldiphenylsilyl)oxy]-3-(hydroxymethyl)-2-azabicyclo[2.2.1]Heptane-2-carboxylic acid tert-butyl ester C(C)(C)(C)OC(=O)N1C2CC(C(C1CO)C2)O[Si](C2=CC=CC=C2)(C2=CC=CC=C2)C(C)(C)C